FC1=NC(=CC(=C1)C1=C(C=2CCCC2C=C1)N)C 5-(2-fluoro-6-methylpyridin-4-yl)-2,3-dihydro-1H-inden-4-amine